(E)-N'-(Anthracene-9-ylmethylene)-1-methyl-4-oxo-1,4-dihydroquinoline-3-carbohydrazide C1=CC=CC2=CC3=CC=CC=C3C(=C12)\C=N\NC(=O)C1=CN(C2=CC=CC=C2C1=O)C